6-{8-methyl-1H,2H,3H-pyrido[2,3-b][1,4]oxazin-7-yl}-N-[2-(morpholin-4-yl)pyridin-4-yl]-5,6,7,8-tetrahydro-2,6-naphthyridin-3-amine CC1=C(C=NC=2OCCNC21)N2CC=1C=C(N=CC1CC2)NC2=CC(=NC=C2)N2CCOCC2